2-[(2E)-2-(aminomethyl)-3-fluoroprop-2-en-1-yl]-5-(1,3-benzodioxol-5-yl)[1,2,4]triazolo[4,3-a]pyridin-3(2H)-one NC/C(/CN1N=C2N(C(=CC=C2)C2=CC3=C(OCO3)C=C2)C1=O)=C\F